6-(1-hydroxyethyl)-2-(3-((R)-1-(4-methyl-4H-1,2,4-triazol-3-yl)propan-2-yl)phenyl)-4-(trifluoromethyl)isoindolin-1-one OC(C)C1=CC(=C2CN(C(C2=C1)=O)C1=CC(=CC=C1)[C@@H](CC1=NN=CN1C)C)C(F)(F)F